C(C)OC(=O)C=1NC=C(C1NC(=O)OC(C)(C)C)I 3-((Boc)amino)-4-iodo-1H-pyrrole-2-carboxylic acid ethyl ester